CC(C)(C1=CC=CC=C1)C(CCCNCCCC(C)C(C)(C)C1=CC=CC=C1)C bis(4-(1-methyl-1-phenylethyl)pentyl)amine